[Si](C)(C)(C(C)(C)C)OCCC(C)N1N=C(C=2C=NC(=CC21)Cl)C=2N(C=CC2)C(=O)OC(C)(C)C tert-butyl 2-[1-[3-[tert-butyl(dimethyl)silyl]oxy-1-methyl-propyl]-6-chloro-pyrazolo[4,3-c]pyridin-3-yl]pyrrole-1-carboxylate